triisononyl mellitate C(C1=C(C(=O)[O-])C(C(=O)[O-])=C(C(=O)[O-])C(C(=O)OCCCCCCC(C)C)=C1C(=O)OCCCCCCC(C)C)(=O)OCCCCCCC(C)C